COC1=CC=C(C=C1)C1=NOC(=N1)N1CCC(CC1)C(=O)NC1=CC=CC=C1 1-(3-(4-methoxyphenyl)-1,2,4-oxadiazol-5-yl)-N-phenylpiperidine-4-carboxamide